C[Hf](C1=CC=CC=2C3=CC=CC=C3CC12)(C1C=CC=C1)(=C(C)C=1SC(=CC1)C)C dimethyl-(5-methylthienyl)(methyl)methylene(cyclopentadienyl)(fluorenyl)hafnium